S1C=C(C=C1)C=O 3-thienylmethanone